[Br-].C(#CC)[Zn+] propynyl-zinc bromide